C(CCCCCCCCCCC)N([C@@H](CCC(N)=O)C(=O)O)CCCCCCCCCCCC Dilauryl-glutamine